(R)-3-(5-(3-((cyclopropylmethyl)amino)piperidin-1-yl)pyridin-2-yl)-N-(5-(pyrrolidin-1-yl)pyridin-3-yl)oxetane-3-carboxamide C1(CC1)CN[C@H]1CN(CCC1)C=1C=CC(=NC1)C1(COC1)C(=O)NC=1C=NC=C(C1)N1CCCC1